2-(5-(4-(aminomethyl)-1-oxo-1,2-dihydro-phthalazin-6-yl)pyridin-3-yl)benzonitrile NCC1=NNC(C2=CC=C(C=C12)C=1C=C(C=NC1)C1=C(C#N)C=CC=C1)=O